6-(3-amino-6-(3-((ethyl(methyl)amino)methyl)-4-(tetrahydro-2H-pyran-4-yl)phenyl)-5-fluoropyrazin-2-yl)-7-fluoro-3,4-dihydroisoquinolin-1(2H)-one NC=1C(=NC(=C(N1)F)C1=CC(=C(C=C1)C1CCOCC1)CN(C)CC)C=1C=C2CCNC(C2=CC1F)=O